(2S)-2-[[2-[(1,1-dioxo-2H-thiochromen-6-yl)amino]-5-(3-isopropyl-1,2,4-oxadiazol-5-yl)pyrimidin-4-yl]amino]-2-phenyl-ethanol O=S1(CC=CC2=CC(=CC=C12)NC1=NC=C(C(=N1)N[C@H](CO)C1=CC=CC=C1)C1=NC(=NO1)C(C)C)=O